4-fluoro-N-{[3-fluoro-4-(propan-2-yl)phenyl](4-fluorophenyl)methyl}-1-[2-(1H-1,2,3-triazol-5-yl)acetyl]pyrrolidine-2-carboxamide FC1CC(N(C1)C(CC1=CN=NN1)=O)C(=O)NC(C1=CC=C(C=C1)F)C1=CC(=C(C=C1)C(C)C)F